FC=1C=C(C=CC1F)NC(=O)C=1C=C(C=CC1)S(=O)(=O)NC1=CC=C(C=C1)B(O)O (4-((3-((3,4-difluorophenyl)carbamoyl)phenyl)sulfonamido)phenyl)boronic acid